CC=1C=C(C=C(C1OC(C(C)(C)C)=O)C)C1C(OC2=C1C=C(C=C2C(C)(C)C)C(C)(C)C)=O 3-(3,5-dimethyl-4-pivaloyloxyphenyl)-5,7-di-tert-butyl-benzofuran-2-one